cis-2-(isopropyl-sulfonyl)-7-methyl-N-(3,4,5-trifluorophenyl)-2,3,3a,4,10,10a-hexahydro-1H,7H-dipyrrolo[3,4-b:3',4'-f][1,4,5]oxathiazocine-8-carboxamide 5,5-dioxide C(C)(C)S(=O)(=O)N1C[C@H]2NS(C=3C(OC[C@H]2C1)=C(N(C3)C)C(=O)NC3=CC(=C(C(=C3)F)F)F)(=O)=O